C1(CCCCC1)OC1=NC(=NC=C1C)N(C1=CC2=C(B(OC2)O)C=C1)C 5-((4-(cyclohexyloxy)-5-methylpyrimidin-2-yl)(methyl)amino)benzo[c][1,2]oxaborol-1(3H)-ol